(1S)-1-(3-chloropyrazin-2-yl)-N-(cyclopropylmethyl)ethanamine ClC=1C(=NC=CN1)[C@H](C)NCC1CC1